BrCCCC1CCN(CC1)C1=C2CN(C(C2=CC=C1)=O)C1C(NC(CC1)=O)=O 3-[4-[4-(3-bromopropyl)-1-piperidyl]-1-oxo-isoindolin-2-yl]piperidine-2,6-dione